6-amino-2-(6-amino-3-azabicyclo[3.1.0]hex-3-yl)-5-((2,3-dichlorophenyl)thio)pyrimidin-4(3H)-one NC1=C(C(NC(=N1)N1CC2C(C2C1)N)=O)SC1=C(C(=CC=C1)Cl)Cl